(E)-3-(pyridin-4-yl)acrylaldehyde N1=CC=C(C=C1)/C=C/C=O